O(C(=O)C)C=1C(C(OC1C)C)=O 4-acetoxyl-2,5-dimethyl-3(2H)furanone